5-(4-(diphenylamino)phenyl)thiophen C1(=CC=CC=C1)N(C1=CC=C(C=C1)C1=CC=CS1)C1=CC=CC=C1